C(COCC(=O)[O-])(=O)ON1C(CCCC1=O)=O glutarimidyl diglycolate